C[C@@H]1CN(CCO1)C(=N)N (R)-2-methylmorpholine-4-formamidine